1-(((tert-butyldiphenylsilyl)oxy)methyl)cyclopropanecarboxylic acid [Si](C1=CC=CC=C1)(C1=CC=CC=C1)(C(C)(C)C)OCC1(CC1)C(=O)O